4-(4-chlorophenyl)sulfonylmorpholin ClC1=CC=C(C=C1)S(=O)(=O)N1CCOCC1